3,6-difluorochromanone FC1C(OC2=CC=C(C=C2C1)F)=O